S(O)(O)(=O)=O.N1(CCNCC1)C1=CC=C2C(=C1)NCC21C(NC(CC1)=O)=O 6-(piperazin-1-yl)spiro[indoline-3,3'-piperidine]-2',6'-dione sulfuric acid salt